Bis2-naphthylmethyl ether C1=C(C=CC2=CC=CC=C12)C(C1=CC2=CC=CC=C2C=C1)OC(C1=CC2=CC=CC=C2C=C1)C1=CC2=CC=CC=C2C=C1